ethyl 2-(3-hydroxy-2-pentylcyclopentyl)acetate propyl-2-(3-oxo-2-pentylcyclopentyl)acetate C(CC)OC(CC1C(C(CC1)=O)CCCCC)=O.OC1C(C(CC1)CC(=O)OCC)CCCCC